2-[(2s)-2-aminopropyl]-3-chloro-7-{[(thiophen-2-yl)methyl]amino}thieno[3,2-b]pyridine-5-carbonitrile formate C(=O)O.N[C@H](CC1=C(C2=NC(=CC(=C2S1)NCC=1SC=CC1)C#N)Cl)C